1-(4-((4-amino-7-isopropyl-5-(5-phenoxypyridin-2-yl)-7H-pyrrolo[2,3-d]pyrimidin-6-yl)ethyn-yl)piperidin-1-yl)-prop-2-en-1-one NC=1C2=C(N=CN1)N(C(=C2C2=NC=C(C=C2)OC2=CC=CC=C2)C#CC2CCN(CC2)C(C=C)=O)C(C)C